rel-(1R,3S)-3-(5-((7,7-dimethyl-5-oxo-6,7-dihydro-5H-pyrrolo[3,4-b]pyridin-2-yl)amino)-1H-pyrazol-3-yl)cyclopentyl methylcarbamate CNC(O[C@H]1C[C@H](CC1)C1=NNC(=C1)NC1=CC=C2C(=N1)C(NC2=O)(C)C)=O |o1:4,6|